C1(CC1)N1CCC(CC1)OC1=CC2=C(C(N(CCO2)C[C@@H](CN2CC3=CC=CC=C3CC2)O)=O)C=C1 8-[(1-cyclopropyl-4-piperidyl)oxy]-4-[(2R)-3-(3,4-dihydro-1H-isoquinolin-2-yl)-2-hydroxy-propyl]-2,3-dihydro-1,4-benzoxazepin-5-one